C(C)(=O)C1=CC(=NC(=C1)N1C=NC2=C1C=C(C=C2)NC=2N=NC(=CC2)C)N2N=C(C=C2C)C#N 1-[4-acetyl-6-[6-[(6-methylpyridazin-3-yl)amino]benzimidazol-1-yl]-2-pyridyl]-5-methyl-pyrazole-3-carbonitrile